((3R)-4-amino-3-methyl-1,3-dihydrofuro[3,4-c]quinolin-8-yl)((3S,4S)-3,4-diphenyl-1-pyrrolidinyl)methanone NC1=NC=2C=CC(=CC2C2=C1[C@H](OC2)C)C(=O)N2C[C@@H]([C@H](C2)C2=CC=CC=C2)C2=CC=CC=C2